3-norbornane-dimethanol C12(CC(C(CC1)C2)CO)CO